C(C)(C)(C1=CC=CC=C1)C1=CC=C(OC(CO)O)C=C1 p-cumyl-phenoxyethylene glycol